CN/C(=C\\[N+](=O)[O-])/NCCS(=O)CC1=CC=C(O1)CN(C)C The molecule is a sulfoxide derivative of the drug ranitidine. It has a role as a marine xenobiotic metabolite and a drug metabolite. It is a member of furans, a tertiary amino compound, a C-nitro compound and a sulfoxide.